9,10-di(1H-pyrazol-4-yl)anthracene N1N=CC(=C1)C=1C2=CC=CC=C2C(=C2C=CC=CC12)C=1C=NNC1